BrC1=C2C=NN(C2=CC(=C1)F)C 4-bromo-6-fluoro-1-methylindazole